(S)-7-(4-(3-aminopiperidin-1-yl)-6-((2-(2-fluoro-6-methoxyphenyl)pyrimidin-4-yl)amino)pyridin-3-yl)-4-methyl-2H-pyrido[3,2-b][1,4]oxazin-3(4H)-one N[C@@H]1CN(CCC1)C1=C(C=NC(=C1)NC1=NC(=NC=C1)C1=C(C=CC=C1OC)F)C1=CC=2OCC(N(C2N=C1)C)=O